4-amino-N-(cyclopropylmethyl)-N-((6-(difluoromethoxy)-3-pyridazinyl)methyl)-1,3-dihydrofuro[3,4-c][1,7]naphthyridine-8-carboxamide NC1=NC=2C=NC(=CC2C2=C1COC2)C(=O)N(CC=2N=NC(=CC2)OC(F)F)CC2CC2